3-((5-chloro-2-((2-(difluoromethoxy)-4-(4-ethylpiperazin-1-yl)phenyl)amino)pyrimidin-4-yl)amino)thiophene-2-carboxamide ClC=1C(=NC(=NC1)NC1=C(C=C(C=C1)N1CCN(CC1)CC)OC(F)F)NC1=C(SC=C1)C(=O)N